ClC1=CC(=CC(=N1)N1CCN(CC1)S(=O)(=O)C1=CC=C(C=C1)NC(=O)C1=NC=CC=C1)C(F)(F)F N-[4-[4-[6-chloro-4-(trifluoromethyl)-2-pyridinyl]piperazin-1-yl]sulfonylphenyl]pyridine-2-carboxamide